trimethyl-yttrium C[Y](C)C